[C@@H]1(C[C@H](O)[C@@H](CO)O1)N1C(=S)NC(=O)C=C1 2-thio-deoxyuridine